NC1=CC=C(C=C1)S(=O)(=O)N1CC(N(CC1)C(C1=CC(=C(C(=C1)O)O)O)=O)C(=O)NCC=1SC=CC1 4-((4-aminophenyl)sulfonyl)-N-(thiophen-2-ylmethyl)-1-(3,4,5-trihydroxybenzoyl)piperazine-2-carboxamide